C1(CCCC1)C1=NN=C(C2=CC(=C(C=C12)N)CN1CCOCC1)C cyclopentyl-1-methyl-7-(morpholinomethyl)phthalazin-6-amine